Iron Cobalt chromite [Cr](=O)([O-])[O-].[Co+2].[Fe+2].[Cr](=O)([O-])[O-]